ClC1=C(C=CC2=C1C(=NCC=1N2N=C(N1)C(=O)OCC)C1=C(C=CC=C1F)F)Cl ethyl 7,8-dichloro-6-(2,6-difluorophenyl)-4H-[1,2,4]triazolo[1,5-a][1,4]benzodiazepine-2-carboxylate